CC(C[C@@H](C(=O)NC=1SC=C(N1)C1=CC=C(C=C1)C(F)(F)F)S(=O)(=O)C1=CC=C(C=C1)C)C (S)-4-methyl-2-(4-methylphenyl-sulphonyl)-N-(4-(4-(trifluoromethyl)phenyl)thiazol-2-yl)pentanamide